Cl.ClC=1C=CC(=NC1)CN1C(=NC2=C1C=CC=C2)N2C[C@H]([C@H](CC2)F)N (3R,4S)-1-(1-((5-Chloropyridin-2-yl)methyl)-1H-benzo[d]imidazol-2-yl)-4-fluoropiperidin-3-amin-hydrochlorid